Cl.CNCCCNC(OC(C)(C)C)=O tert-butyl (3-(methylamino)propyl)carbamate hydrochloride